(5'S,7a'R)-1-[8-(1,3-oxazol-2-yl)[1,2,4]triazolo[1,5-a]pyridin-5-yl]-5'-phenyltetrahydro-3'H-spiro[piperidine-4,2'-pyrrolo[2,1-b][1,3]oxazol]-3'-one O1C(=NC=C1)C=1C=2N(C(=CC1)N1CCC3(C(N4[C@H](O3)CC[C@H]4C4=CC=CC=C4)=O)CC1)N=CN2